bicyclo[6.6.2]hexadecane Manganese(II) [Mn+2].C12CCCCCCC(CCCCCC1)CC2